O(C1=CC=CC=C1)C1=NC=NC=N1 phenoxy-1,3,5-triazine